(2S,4R)-1-[(2S)-3,3-dimethyl-2-[4-[(1-oxo-1,4-thiazinan-4-yl)methyl]triazol-1-yl]butanoyl]-4-hydroxy-N-methyl-pyrrolidine-2-carboxamide CC([C@@H](C(=O)N1[C@@H](C[C@H](C1)O)C(=O)NC)N1N=NC(=C1)CN1CCS(CC1)=O)(C)C